iron-Chromium-Cobalt [Co].[Cr].[Fe]